BrC1=CC2=C(C(=N1)F)N(C=N2)[C@@H](C)CC (S)-6-bromo-3-(sec-butyl)-4-fluoro-3H-imidazo[4,5-c]pyridine